C(C)N(CCCNCCC1=CC2=CC=CC=C2C=C1)C[C@@H]1[C@H]([C@H]([C@@H](C1)N1C=CC2=C1N=CN=C2NC)O)O (1S,2R,3R,5R)-3-((ethyl(3-((2-(naphthalen-2-yl)ethyl)amino)propyl)amino)methyl)-5-(4-(methylamino)-7H-pyrrolo[2,3-d]pyrimidin-7-yl)cyclopentane-1,2-diol